tert-butyl (S)-3-((8-(isopropylamino)-6-(trifluoromethyl)pyrido[3,4-d]pyrimidin-2-yl)amino)piperidine-1-carboxylate C(C)(C)NC1=NC(=CC2=C1N=C(N=C2)N[C@@H]2CN(CCC2)C(=O)OC(C)(C)C)C(F)(F)F